tert-butyl O2-[8-(1-octylnonoxy)-8-oxo-octyl] (2S,4S)-4-azidopyrrolidine-1,2-dicarboxylate N(=[N+]=[N-])[C@H]1C[C@H](N(C1)C(=O)OC(C)(C)C)C(=O)OCCCCCCCC(=O)OC(CCCCCCCC)CCCCCCCC